(6-bromo-5-chloro-2-methylpyridin-3-yl)acetamide BrC1=C(C=C(C(=N1)C)CC(=O)N)Cl